sodium cyclohexanebutyrate salt C1(CCCCC1)CCCC(=O)[O-].[Na+]